9,9-dimethyl-N-[4-(1-naphthyl)phenyl]-N-[4-(9-phenyl-9H-carbazol-3-yl)phenyl]-9H-fluoren-2-amine CC1(C2=CC=CC=C2C=2C=CC(=CC12)N(C1=CC=C(C=C1)C=1C=CC=2N(C3=CC=CC=C3C2C1)C1=CC=CC=C1)C1=CC=C(C=C1)C1=CC=CC2=CC=CC=C12)C